(S)-N-(4-(1-(3-fluoroisonicotinoyl)-3-methyl-1,2,3,6-tetrahydropyridin-4-yl)-1H-pyrrolo[2,3-b]pyridin-6-yl)cyclopropylcarboxamide FC1=C(C(=O)N2C[C@H](C(=CC2)C2=C3C(=NC(=C2)NC(=O)C2CC2)NC=C3)C)C=CN=C1